BrC1=C(C(=O)OC)C=C(C=C1)C1=NC(=C2C(=N1)N(N=C2CC)C)NCC2=CC=C(C=C2)F methyl 2-bromo-5-(3-ethyl-4-((4-fluorobenzyl)amino)-1-methyl-1H-pyrazolo[3,4-d]pyrimidin-6-yl)benzoate